FC([C@@H]1C[C@H](CCC1)C=O)(F)F trans-3-(trifluoromethyl)cyclohexanecarboxaldehyde